3-cyclobutyl-4-propoxy-1H-pyrrolo[2,3-b]pyridine C1(CCC1)C1=CNC2=NC=CC(=C21)OCCC